perfluoro phenyl-vinyl sulfide C1(=CC=CC=C1)C=CSF